CC(CCC(=O)CCC(C)(C)C)(C)C 3,3-dimethylbutylketone